(dihydroxyboryl)-L-phenylalanine OB(O)N[C@@H](CC1=CC=CC=C1)C(=O)O